ClC=1N=C(C2=C(N1)N(C=C2I)COCC[Si](C)(C)C)OCC 2-Chloro-4-ethoxy-5-iodo-7-((2-(trimethylsilyl)ethoxy)methyl)-7H-pyrrolo[2,3-d]pyrimidine